2-(4-ethyl-6-methylpyrazolo[1,5-a]pyrazin-2-yl)-7-[(3R)-3-methylpiperazin-1-yl]-4H-pyrido[1,2-a]pyrimidin-4-one C(C)C=1C=2N(C=C(N1)C)N=C(C2)C=2N=C1N(C(C2)=O)C=C(C=C1)N1C[C@H](NCC1)C